N=1N=CN2C1C=CC(=C2)C(=O)[O-] [1,2,4]triazolo[4,3-a]pyridine-6-carboxylate